(R)-3-(1-aminoethyl)-5-(trifluoromethyl)anilinium hydrochloride Cl.N[C@H](C)C=1C=C([NH3+])C=C(C1)C(F)(F)F